diallylbis(beta-ethoxyethyl)ammonium chloride [Cl-].C(C=C)[N+](CCOCC)(CCOCC)CC=C